CC([C@H](C)N1C(C=CC2=C1N=C(N=C2)S(=O)(=O)C)=O)(C)C 8-[(2S)-3,3-dimethylbut-2-yl]-2-(methylsulfonyl)pyrido[2,3-d]Pyrimidin-7(8H)-one